CC=1C2=C(OC1)C1=CC(=C(C=C1C(C2=O)=O)C)C 3,7,8-Trimethylnaphtho[1,2-b]furan-4,5-dione